FC1=C(C(=CC=C1)F)NC(C(=O)N[C@H](C(=O)N[C@H](CCC(=O)O)C(COC1=C(C(=CC(=C1F)F)F)F)=O)C)=O (R)-4-((S)-2-(2-((2,6-difluorophenyl)amino)-2-oxoacetamido)propanamido)-5-oxo-6-(2,3,5,6-tetrafluorophenoxy)hexanoic acid